5-{6-Oxo-2H,4H,5H,6H,7H-pyrazolo[3,4-b]pyridin-4-yl}-2-{[2-(trifluoromethyl)phenyl]methoxy}benzoic acid methyl ester COC(C1=C(C=CC(=C1)C1C=2C(NC(C1)=O)=NNC2)OCC2=C(C=CC=C2)C(F)(F)F)=O